N-((3R,5S)-5-((methylsulfonyl)methyl)pyrrolidin-3-yl)-5-(3-(trifluoromethyl)phenyl)oxazole-2-carboxamide TFA salt OC(=O)C(F)(F)F.CS(=O)(=O)C[C@@H]1C[C@H](CN1)NC(=O)C=1OC(=CN1)C1=CC(=CC=C1)C(F)(F)F